C12(CC(C1)(C2)COCCCN)COCCCN 3,3'-((Bicyclo[1.1.1]pentane-1,3-diylbis(methylene))bis(oxy))bis(propan-1-amine)